ClC1=C(C=CC=2OCOC21)C=2C=C1C(=NC2)N(N=C1NC(CC(C)(C)C)=O)CC(C)OC N-(5-(4-chlorobenzo[d][1,3]dioxol-5-yl)-1-(2-methoxypropyl)-1H-pyrazolo[3,4-b]pyridin-3-yl)-3,3-dimethylbutanamide